3,3-bis-(4'-hydroxy-3'-tert-butyl-phenyl)butyric acid OC1=C(C=C(C=C1)C(CC(=O)O)(C)C1=CC(=C(C=C1)O)C(C)(C)C)C(C)(C)C